bicyclo(2.2.1)hept-5-ene-2-carboxylic acid ethyl ester C(C)OC(=O)C1C2C=CC(C1)C2